5-(4-(isopropylsulfonyl)phenyl)pyrazine C(C)(C)S(=O)(=O)C1=CC=C(C=C1)C=1N=CC=NC1